N-(butoxymethyl)acryloyl-Amine C(CCC)OCNC(C=C)=O